C1=CC=CC=2C3=CC=CC=C3C(C12)COC(=O)N[C@@H](C)C(=O)O (((9H-fluoren-9-yl)methoxy)carbonyl)-L-alanine